C(C)OC(=O)C1CCN(CC1)C1=NC(=NC(=C1)NC1=NC=CN=C1)N[C@@H](C)C1=CC=C(C=C1)F.C1(CC1)C=1C=C(C=CC1)N1C(SC=C1C=1C=C(C(=O)NCCCCC2=CC=CC=C2)C=CC1)=O 3-(3-(3-cyclopropylphenyl)-4-thiazolinonyl)-N-(4-phenylbutyl)benzamide ethyl-(S)-1-{2-[1-(4-fluorophenyl)ethylamino]-6-(pyrazin-2-ylamino)pyrimidin-4-yl}piperidine-4-carboxylate